N(C1=CC=CC=C1)C1=CC=2C3(C4=CC=C(C=C4OC2C=C1C)N(C1=CC=C(C=C1)C)CC)OC(C1=CC=CC=C13)=O 2'-anilino-6'-[N-ethyl-N-(4-tolyl)amino]-3'-methyl-3H-spiro[isobenzofuran-1,9'-xanthene]-3-one